C(CCC)CC(C(=O)[O-])(C)O butylhydroxyisobutyrate